N-(2-ethyl-1-(m-tolyl)cyclopropyl)-4-(trifluoromethoxy)benzene-sulfonamide C(C)C1C(C1)(C=1C=C(C=CC1)C)NS(=O)(=O)C1=CC=C(C=C1)OC(F)(F)F